(4-Chlorophenyl)(8-(2-(fluoromethoxy)ethyl)-3-(3-methyl-1,2,4-thiadiazol-5-yl)-5,6-dihydro-[1,2,4]triazolo[4,3-a]pyrazin-7(8H)-yl)methanone ClC1=CC=C(C=C1)C(=O)N1C(C=2N(CC1)C(=NN2)C2=NC(=NS2)C)CCOCF